Methyl 2-((tert-butoxycarbonyl)amino)-3-(4-(4-(3-(((tert-butoxycarbonyl)amino)methyl)-5-fluorophenyl)-1H-pyrazol-1-yl)phenyl)propanoate C(C)(C)(C)OC(=O)NC(C(=O)OC)CC1=CC=C(C=C1)N1N=CC(=C1)C1=CC(=CC(=C1)F)CNC(=O)OC(C)(C)C